tert-Butyl N-[1-(chlorosulfonyl)piperidin-4-yl]carbamate ClS(=O)(=O)N1CCC(CC1)NC(OC(C)(C)C)=O